7-[1-(7-Cyano-7-azaspiro[3.5]nonan-2-yl)-5-methyl-triazol-4-yl]-5-[(1R)-1-(2-pyridyl)ethoxy]imidazo[1,2-a]pyridine-3-carbonitrile C(#N)N1CCC2(CC(C2)N2N=NC(=C2C)C2=CC=3N(C(=C2)O[C@H](C)C2=NC=CC=C2)C(=CN3)C#N)CC1